FC=1C=C(C=CC1N1CCN(CC1)C)C1=NNC2=C1N=C(N=C2)N2[C@@H](CN(C[C@@H]2C)C(=O)OC)C Methyl (3R,5S)-4-(3-(3-fluoro-4-(4-methylpiperazin-1-yl)phenyl)-1H-pyrazolo[4,3-d]pyrimidin-5-yl)-3,5-dimethylpiperazine-1-carboxylate